N-(3-{[Carbamoyl(phenyl)methyl]amino}phenyl)-2-methoxypropanamid C(N)(=O)C(C1=CC=CC=C1)NC=1C=C(C=CC1)NC(C(C)OC)=O